(3s,5r)-1-(5-chloro-3-cyano-6-((1-methyl-3-(2-(methylamino)-2-oxoethoxy)-2-oxo-1,2-dihydroquinolin-6-yl)amino)pyridin-2-yl)-5-methylpiperidine-3-carboxylic acid ClC=1C=C(C(=NC1NC=1C=C2C=C(C(N(C2=CC1)C)=O)OCC(=O)NC)N1C[C@H](C[C@H](C1)C)C(=O)O)C#N